C[C@H]1N(CC[C@H](C1)N(C=1N=NC(=CC1)C1=CC=C(C=2N=NN(C21)COCC[Si](C)(C)C)C=2C=NN(C2)C2OCCCC2)C)C(=O)OCCCC butyl (2R,4R)-2-methyl-4-[methyl(6-[7-[1-(oxan-2-yl)pyrazol-4-yl]-3-[[2-(trimethylsilyl)ethoxy]methyl]-1,2,3-benzotriazol-4-yl]pyridazin-3-yl)amino]piperidine-1-carboxylate